C12(CC3CC(CC(C1)C3)C2)C2=CC=C(C=C2)C2=NC(=NC(=N2)C2=CC(=CC=C2)C2=NC(=NC(=N2)C2=CC=CC=C2)C2=CC=CC=C2)C2=CC=CC=C2 2-(4-(adamantan-1-yl)phenyl)-4-(3-(4,6-diphenyl-1,3,5-triazin-2-yl)phenyl)-6-phenyl-1,3,5-triazine